C(CCCC)C1=NNC(=N1)C1=CC=CC=C1 3-Pentyl-5-phenyl-1,2,4-triazole